N-[bromo-bis(dimethylamino)silyl]-N-methyl-methylamine Br[Si](N(C)C)(N(C)C)N(C)C